C(CCC)OOC1=CC=CC=C1 (butylhydroxyhydroxy)benzene